6-(4,4,5,5-tetramethyl-1,3,2-dioxaborolan-2-yl)pyridine-2-carbonitrile CC1(OB(OC1(C)C)C1=CC=CC(=N1)C#N)C